NCC1=NNC2=NC=C(C=C21)C2=CC=C(CNC1=C(C(=O)N[C@@H](C)C3=CC=C(C=C3)F)C=C(C=N1)C#N)C=C2 (S)-2-(4-(3-(aminomethyl)-1H-pyrazolo[3,4-b]pyridin-5-yl)benzylamino)-5-cyano-N-(1-(4-fluorophenyl)ethyl)nicotinamide